2-(4-trifluoromethoxyphenoxy)acetamide FC(OC1=CC=C(OCC(=O)N)C=C1)(F)F